BrC=1C=C(C=CC1OCCN1CCOCC1)N1N=NC(=C1)C1=CC=C(C=C1)NC(=O)NC1=NOC(=C1)C(C)(C)C 1-(4-(1-(3-bromo-4-(2-morpholinoethoxy)phenyl)-1H-1,2,3-triazol-4-yl)phenyl)-3-(5-tert-butylisoxazol-3-yl)-urea